3-(1-methyl-1H-pyrazol-3-yl)-6-(4-(piperazin-1-yl)phenyl)furo[3,2-b]pyridine CN1N=C(C=C1)C1=COC=2C1=NC=C(C2)C2=CC=C(C=C2)N2CCNCC2